1-cyclopropyl-2,3-dihydro-1H-[1,4]oxazino[3,2-g]-quinolin-9-ol C1(CC1)N1CCOC=2C1=CC=1C(=CC=NC1C2)O